OC1CC(C1)NC(=O)C1N(C=C(C=C1)N1CCNCC1)[2H] N-((1R,3R)-3-hydroxycyclobutyl)-5-(piperazin-1-yl)pyridineamide-1-d